The molecule is a trisaccharide that is lactose in which the hydroxy group at the 3' position has been converted to the corresponding D-galactopyranosyl derivative. It is a trisaccharide and a partially-defined glycan. It derives from a lactose and a D-galactopyranose. C([C@@H]1[C@@H]([C@@H]([C@H]([C@@H](O1)O[C@@H]2[C@H](OC([C@@H]([C@H]2O)O)O)CO)O)OC3[C@@H]([C@H]([C@H]([C@H](O3)CO)O)O)O)O)O